N-{3-cyano-1,7-dimethylpyrrolo[3,2-b]pyridin-5-yl}-N-(2-cyclopropyl-4-iodo-5-methylphenyl)but-2-ynamide C(#N)C1=CN(C=2C1=NC(=CC2C)N(C(C#CC)=O)C2=C(C=C(C(=C2)C)I)C2CC2)C